myristyl-dimethyl-aminoacetic acid C(CCCCCCCCCCCCC)NC(C(=O)O)(C)C